3-{4-[(3S)-3-methyl-4-(3-methylphenyl)piperazine-1-sulfonyl]phenyl}-1-(pyridin-3-ylmethyl)urea C[C@H]1CN(CCN1C1=CC(=CC=C1)C)S(=O)(=O)C1=CC=C(C=C1)NC(NCC=1C=NC=CC1)=O